ethyl 2-[2-[bis[(4-methoxyphenyl)methyl]amino]-4,6-dimethoxy-pyrimidin-5-yl]oxy-2-methyl-propanoate COC1=CC=C(C=C1)CN(C1=NC(=C(C(=N1)OC)OC(C(=O)OCC)(C)C)OC)CC1=CC=C(C=C1)OC